6-(4-chlorobenzyl)-9-(1-methoxypropan-2-yl)-2-(pyridin-2-yl)-2,6,9-triazaspiro[4.5]decane-7,10-dione ClC1=CC=C(CN2C3(CCN(C3)C3=NC=CC=C3)C(N(CC2=O)C(COC)C)=O)C=C1